(E)-3-(4-(2-(1-(3-cyano-4-(4-cyano-3-fluorophenyl)-5-(3-hydroxy-4-methoxyphenyl)pyridin-2-yl)piperidin-4-yl)ethyl)phenyl)-N-hydroxyacrylamide C(#N)C=1C(=NC=C(C1C1=CC(=C(C=C1)C#N)F)C1=CC(=C(C=C1)OC)O)N1CCC(CC1)CCC1=CC=C(C=C1)/C=C/C(=O)NO